tert-butyl 3-(7-(4-bromo-3-(trifluoromethyl)benzoyl)-6-methyl-3-(4-(methylcarbamoyl)phenyl)-4-oxo-3,4,5,6,7,8-hexahydropyrido[3,4-d]pyrimidin-2-yl)pyrrolidine-1-carboxylate BrC1=C(C=C(C(=O)N2CC=3N=C(N(C(C3CC2C)=O)C2=CC=C(C=C2)C(NC)=O)C2CN(CC2)C(=O)OC(C)(C)C)C=C1)C(F)(F)F